24-Oxa-14λ6-thia-11,13,18,26,30-pentaazapentacyclo-[23.3.1.115,18.02,10.05,9]-triaconta-1(29),2(10),3,5(9),15(30),16,25,27-octaene-12,14,14-trione C1=2C=3C=CC=4CCCC4C3NC(NS(C=3C=CN(CCCCCOC(=NC=C1)C2)N3)(=O)=O)=O